OC1=C(C=CC(=C1)C(F)(F)F)C1=NN=CC(N1)=O 2-hydroxy-4-(trifluoromethyl)phenyl-1,2,4-triazin-5(4H)-one